C(C)OC1=CC=C(C=C1)C1=C(C(=CC=C1)F)F (4-ethoxyphenyl)-2,3-difluorobenzene